FC1=C(C=CC=C1)N1CC(C1)C=1C=C2CCC(C2=CC1)N1CCC(CC1)C(=O)OC methyl 1-(5-(1-(2-fluorophenyl)azetidin-3-yl)-2,3-dihydro-1H-inden-1-yl)piperidine-4-carboxylate